C(C)(C)(C)C1=CC(=CC(=C1CC1=C(C(=C(C(=C1C)CC1C(CC(=CC1(C(C)(C)C)C(C)(C)C)O)(C(C)(C)C)C(C)(C)C)C)CC=1C=CC(=CC1)O)C)C(C)(C)C)O 3,3',3',5,5',5'-hexa-tert-butyl-α,α',α''-(mesitylene-2,4,6-triyl)tri-p-cresol